tert-butyl (S)-5-chloro-7-fluoro-8-((1-methyl-1H-1,2,3-triazol-4-yl)methoxy)-1-((6-oxo-5-azaspiro[2.4]heptan-5-yl)methyl)-3,4-dihydroisoquinoline-2(1H)-carboxylate ClC1=C2CCN([C@@H](C2=C(C(=C1)F)OCC=1N=NN(C1)C)CN1CC2(CC2)CC1=O)C(=O)OC(C)(C)C